8-(2,4-difluorophenyl)-9-(2-fluoro-4-((1-(3-fluoropropyl)azetidin-3-ylidene)methyl)-6-methylphenyl)-6,7-dihydro-5H-benzo[7]annulene-3-carboxylic acid FC1=C(C=CC(=C1)F)C=1CCCC2=C(C1C1=C(C=C(C=C1C)C=C1CN(C1)CCCF)F)C=CC(=C2)C(=O)O